C(C1=CC=CC=C1)OCC\C=C(/C(F)(F)F)\C1=CC=C(C=C1)OC (Z)-1-(5-(benzyloxy)-1,1,1-trifluoropent-2-en-2-yl)-4-methoxybenzene